FC1(CCN(CC1)C(=O)C1=CC=2N(C=C1)C(=CN2)C=2C=CC(=NC2)C(=O)O)F 5-(7-(4,4-difluoropiperidine-1-carbonyl)imidazo[1,2-a]pyridin-3-yl)picolinic acid